FC1=C(C=CC(=C1)OC)CN(C(=O)NCC1=CC=C(C=C1)OC(C)C)C1CCN(CC1)C 1-[(2-fluoro-4-methoxyphenyl)methyl]-1-(1-methylpiperidin-4-yl)-3-{[4-(propane-2-yloxy)phenyl]methyl}urea